N,N-bis(trimethylsilyl)allylamine C[Si](C)(C)N(CC=C)[Si](C)(C)C